N1=C(C=CC=C1)SSCCN=C=O (isocyanatoethyl) (pyridin-2-yl) disulfide